2-(difluoromethoxy)pyrimidine-5-carbaldehyde FC(OC1=NC=C(C=N1)C=O)F